FC=1C=C(C=CC1)C1=NNC2=NC=CC(=C21)C2=CC=C(C(=O)N(C)C)C=C2 4-[3-(3-fluorophenyl)-1H-pyrazolo[3,4-b]pyridin-4-yl]-N,N-dimethyl-benzamide